(2S,4S)-1-tert-Butoxycarbonyl-2-(5-carbamoyl-1-methyl-1H-pyrazol-3-yl)-4-fluoropyrrolidine C(C)(C)(C)OC(=O)N1[C@@H](C[C@@H](C1)F)C1=NN(C(=C1)C(N)=O)C